OC=1C(C(=CN2C1C(N1C[C@H]3CC[C@@H]([C@H]2C1)C3)=O)C(=O)NCC3=C(C=C(C=C3F)F)F)=O |r| (4S,7R,8S)- and (4R,7S,8R)-13-hydroxy-1,12-dioxo-N-(2,4,6-trifluorobenzyl)-1,3,4,5,6,7,8,12-octahydro-2,8:4,7-dimethanopyrido[1,2-a][1,4]diazecine-11-carboxamide